(Z)-2-cyano-3-[2-[9,9-dibutyl-7-[4-(N-phenylanilino)-phenyl]fluoren-2-yl]benzofuraN-6-yl]prop-2-enoic acid C(#N)/C(/C(=O)O)=C/C1=CC2=C(C=C(O2)C2=CC=3C(C4=CC(=CC=C4C3C=C2)C2=CC=C(C=C2)N(C2=CC=CC=C2)C2=CC=CC=C2)(CCCC)CCCC)C=C1